2-(1-(3-methoxyphenyl)-1H-benzo[d]imidazol-2-yl)ethan-1-amine dihydrochloride Cl.Cl.COC=1C=C(C=CC1)N1C(=NC2=C1C=CC=C2)CCN